C1N(CC12CCNCC2)C=2C=CC=1C(=NC(=CN1)NCC1=CC=C3C=CNC3=C1)N2 6-{2,7-diazaspiro[3.5]nonan-2-yl}-N-(1H-indol-6-ylmethyl)pyrido[2,3-b]pyrazin-3-amine